C(C1=CC=CC=C1)N(C(O)=O)C(COCC#C)COCC#C.N(N)C1=CC=C(C=N1)NC(CC)=O N-(6-hydrazinopyridin-3-yl)propionamide benzyl-(1,3-bis(prop-2-yn-1-yloxy)propan-2-yl)carbamate